(1R,5S,6r)-3-oxabicyclo[3.1.0]hexane-6-carboxamide [C@H]12COC[C@@H]2C1C(=O)N